4-Methyl-benzophenone CC1=CC=C(C(=O)C2=CC=CC=C2)C=C1